(2S)-4-amino-N-((E)-4-(6-(benzyloxy)-3-bromoquinolin-5-yl)but-3-en-1-yl)-1,6-dimethylpiperidin-2-carboxamide NC1C[C@H](N(C(C1)C)C)C(=O)NCC\C=C\C1=C2C=C(C=NC2=CC=C1OCC1=CC=CC=C1)Br